(R)-6-(2-(3-fluorophenyl)pyrrolidin-1-yl)-3-(1-(piperidin-4-yl)-1,2,5,6-tetrahydropyridin-3-yl)imidazo[1,2-b]pyridazine FC=1C=C(C=CC1)[C@@H]1N(CCC1)C=1C=CC=2N(N1)C(=CN2)C=2CN(CCC2)C2CCNCC2